tert-butyl (S)-2-((7-((4-chloro-2-fluorobenzyl) oxy)-3,4-dihydro-2,6-naphthyridin-2(1H)-yl) methyl)-1-((oxetan-2-yl) methyl)-1H-benzo[d]imidazole-6-carboxylate ClC1=CC(=C(COC2=NC=C3CCN(CC3=C2)CC2=NC3=C(N2C[C@H]2OCC2)C=C(C=C3)C(=O)OC(C)(C)C)C=C1)F